C1(CC1)CN1CCC(CC1)(C(=O)N[C@@H](C)C1=CC=C(C(=O)OC)C=C1)NCCOC1=CC=CC=C1 Methyl 4-[(1S)-1-[[1-(cyclopropylmethyl)-4-(2-phenoxyethylamino)piperidine-4-carbonyl]amino]ethyl]benzoate